[Li+].O=[SH+] oxosulfonium lithium salt